Tetraethyl (2-hydroxyethane-1,1-diyl)bis(phosphonate) OCC(P(OCC)(OCC)=O)P(OCC)(OCC)=O